(±)-2-tetrahydrofuran-3-ylacetic acid O1C[C@H](CC1)CC(=O)O |r|